C1(CC1)C(CC(=O)C=1C=NC(=C(C1)SCC)C1=NC=2C(=NC=C(C2)C(C(F)(F)F)(F)F)N1C)=O 1-cyclopropyl-3-[5-(ethylsulfanyl)-6-[3-methyl-6-(1,1,2,2,2-pentafluoroethyl)imidazo[4,5-b]pyridin-2-yl]pyridin-3-yl]propane-1,3-dione